CNC(=O)C1=CC=C(C=N1)N1CCN(CC1)CC=1C=C2NC(C=3N(C2=C(C1)F)N=CC3)=O 7-((4-(6-(methylcarbamoyl)pyridin-3-yl)piperazin-1-yl)methyl)-9-fluoropyrazolo[1,5-a]quinoxalin-4(5H)-one